5-hydroxy-1,2,3,4-tetrahydroisoquinoline hydrochloride Cl.OC1=C2CCNCC2=CC=C1